N1(N=NN=C1)C[C@H](C)OC=1C=C(C=CC1Cl)C=1C=NC(=NC1)NC=1C(=NN(C1)C1CCC(CC1)N1CCOCC1)OCCC(C)(C)OC 5-(3-(((S)-1-(1H-tetrazol-1-yl)propan-2-yl)oxy)-4-chlorophenyl)-N-(3-(3-methoxy-3-methylbutoxy)-1-((1r,4r)-4-morpholinocyclohexyl)-1H-pyrazol-4-yl)pyrimidin-2-amine